[P].[In]=S.[Cu] copper indium sulfide phosphorus